[2-(1-acetylpiperidin-4-yl)-2-(4,5-dichloro-2-methoxyphenyl)ethyl]2,2,2-Trifluoroacetamide C(C)(=O)N1CCC(CC1)C(CNC(C(F)(F)F)=O)C1=C(C=C(C(=C1)Cl)Cl)OC